((((3S,4R,5R)-5-((6-chloro-4-(cyclopentylamino)-1H-pyrazolo[3,4-d]pyrimidin-1-yl)methyl)-3,4-dihydroxytetrahydrofuran-2-yl)oxy)methyl)phosphonic acid ClC1=NC(=C2C(=N1)N(N=C2)C[C@@H]2[C@@H]([C@@H](C(O2)OCP(O)(O)=O)O)O)NC2CCCC2